C(C1=CC=CC=C1)(C1=CC=CC=C1)NC1=CC(=CC=2C=COC21)C N-(benzhydryl)-5-methylbenzofuran-7-amine